3-[1-(1-Methylpyrazole-4-carbonyl)-4-piperidyl]-1-sulfamoyl-pyrrole-2-carboxylic acid CN1N=CC(=C1)C(=O)N1CCC(CC1)C1=C(N(C=C1)S(N)(=O)=O)C(=O)O